cerium-antimony-tin dioxide [Sn](=O)=O.[Sb].[Ce]